4-(1-methylhydrazinyl)butanoic acid CN(N)CCCC(=O)O